C(C)OC(NC=1C=CC2=C(C(N(C3=C(O2)C=CC=C3)CCOC)=O)C1)=O [10-(2-Methoxy-ethyl)-11-oxo-10,11-dihydro-dibenzo[b,f][1,4]oxazepin-2-yl]-carbamic acid ethyl ester